(2R,3R,4S,5R)-2-{6-{2-[(E)-(2-butyl-5-chloro-1H-imidazol-4-yl)methylene]hydrazino}-9H-purin-9-yl}-5-(hydroxymethyl)tetrahydrofuran-3,4-diol C(CCC)C=1NC(=C(N1)\C=N\NC1=C2N=CN(C2=NC=N1)[C@@H]1O[C@@H]([C@H]([C@H]1O)O)CO)Cl